CN1C(=C(C2=C1N=CN=C2N)C2=CC=C(C=C2)OC2=NC=CC=N2)C2=CCC1(CCNCC1)CC2 7-methyl-5-(4-(pyrimidin-2-yloxy)phenyl)-6-(3-azaspiro[5.5]undec-8-en-9-yl)-7H-pyrrolo[2,3-d]pyrimidin-4-amine